(2S)-2-[9H-fluoren-9-yl-methoxycarbonyl(methyl)amino]-3-(3-methoxyphenyl)propanoic acid C1=CC=CC=2C3=CC=CC=C3C(C12)COC(=O)N([C@H](C(=O)O)CC1=CC(=CC=C1)OC)C